FC1=CC(=C(C=C1)C1N=C(NC(=C1C(=O)OCC)C1CCN(CC1)S(=O)(=O)C1CC(C1)(C(=O)OCC[Si](C)(C)C)C)C=1SC=CN1)C (cis)-ethyl 4-(4-fluoro-2-methylphenyl)-6-(1-((3-methyl-3-((2-(trimethylsilyl)ethoxy)-carbonyl)cyclobutyl)sulfonyl)piperidin-4-yl)-2-(thiazol-2-yl)-1,4-dihydropyrimidine-5-carboxylate